C(C)OC(=O)C1=C(N=NC(=C1)C)NCC1=CC=C(C=C1)OC.C(C)(C)[Si](CC(CC(C(C(C(F)(F)F)(F)F)(F)F)(F)F)I)(C(C)C)C(C)C Triisopropyl-(4,4,5,5,6,6,7,7,7-nonafluoro-2-iodoheptyl)silane ethyl-3-[(4-methoxyphenyl)methylamino]-6-methyl-pyridazine-4-carboxylate